ClC=1C=C(C=C(C1F)Cl)C(F)(F)F 3,5-dichloro-4-fluorobenzotrifluoride